chloroethane ClCC